BrC1=CC=C(C=C1)N1N=C(C(=C1)[C@H]1O[C@@H](C(N1CCC1=CC=C2CC(NC2=C1)=O)=O)C)C1=CC=C(C=C1)F (2R,5R)-2-(1-(4-bromophenyl)-3-(4-fluorophenyl)-1H-pyrazol-4-yl)-5-methyl-3-(2-(2-oxoindolin-6-yl)ethyl)oxazolidin-4-one